chromanonene [Cr]=CCCCCCCC